3-(chloromethyl)-4,5-dimethyl-4H-1,2,4-triazole ClCC1=NN=C(N1C)C